tert-butyl 4-hydroxy-2-(methylthio)-5,7,8,9-tetrahydro-6H-pyrimido[5,4-c]azepine-6-carboxylate OC1=NC(=NC2=C1CN(CCC2)C(=O)OC(C)(C)C)SC